C[C@H]1C(=O)OCCC1 R-methyl-5-valerolactone